2-(2,6-dioxo-3-piperidyl)-5-[4-[4-(4-piperidylmethoxy)piperidine-1-carbonyl]-1-piperidyl]isoindoline-1,3-dione O=C1NC(CCC1N1C(C2=CC=C(C=C2C1=O)N1CCC(CC1)C(=O)N1CCC(CC1)OCC1CCNCC1)=O)=O